2-(5-Chloro-2-((6-methoxy-2-methyl-1,2,3,4-tetrahydroisoquinolin-7-yl)amino)pyrimidin-4-yl)-8-oxa-2-azaspiro[4.5]decane-4-carboxylic acid ClC=1C(=NC(=NC1)NC1=C(C=C2CCN(CC2=C1)C)OC)N1CC2(C(C1)C(=O)O)CCOCC2